1-[(1S,4aR,5R,8aS)-5-[(1S)-2,2-difluoro-1-hydroxy-ethyl]-1-methyl-3,4,4a,5,6,7,8,8a-octahydro-1H-isoquinolin-2-yl]-2-[3,5-dichloro-2-[(1S)-1-hydroxyethyl]-4-pyridyl]ethanone FC([C@@H](O)[C@H]1[C@@H]2CCN([C@H]([C@H]2CCC1)C)C(CC1=C(C(=NC=C1Cl)[C@H](C)O)Cl)=O)F